3-(5-(3-(4-(6-(6-((R)-2-(3-fluorophenyl)pyrrolidin-1-yl)imidazo[1,2-b]pyridazin-3-yl)pyridin-2-yl)piperazin-1-yl)propyl)-1H-indol-1-yl)piperidine-2,6-dione FC=1C=C(C=CC1)[C@@H]1N(CCC1)C=1C=CC=2N(N1)C(=CN2)C2=CC=CC(=N2)N2CCN(CC2)CCCC=2C=C1C=CN(C1=CC2)C2C(NC(CC2)=O)=O